2-(3-((5-((tert-butoxycarbonyl)amino)-3-methylpentyl)oxy)phenyl)acetic acid C(C)(C)(C)OC(=O)NCCC(CCOC=1C=C(C=CC1)CC(=O)O)C